C(C)(=O)N([C@@](C(SCCC(N)=O)[2H])(C(=O)O)[2H])[2H] N-acetyl-S-(2-carbamoylethyl)-L-cysteine-d3